tetra(octan-3-yl) 9,9',9'',9'''-((((5-((2-(pyridin-3-yl)ethyl)carbamoyl)isophthaloyl)bis(azanediyl))bis(propane-3,1-diyl))bis(azanetriyl))tetranonanoate N1=CC(=CC=C1)CCNC(=O)C=1C=C(C=C(C(=O)NCCCN(CCCCCCCCC(=O)OC(CC)CCCCC)CCCCCCCCC(=O)OC(CC)CCCCC)C1)C(=O)NCCCN(CCCCCCCCC(=O)OC(CC)CCCCC)CCCCCCCCC(=O)OC(CC)CCCCC